(R)-6-((1-((benzyloxy)methyl)-2,2-difluorocyclopropyl)methyl)-2-oxa-6-azaspiro[3.3]heptane C(C1=CC=CC=C1)OC[C@]1(C(C1)(F)F)CN1CC2(COC2)C1